(S)-6-(1-(2-methoxyethyl)-1H-pyrazol-4-yl)-4-(piperidin-3-ylamino)pyrido[3,2-d]pyrimidine-8-carboxamide COCCN1N=CC(=C1)C=1C=C(C=2N=CN=C(C2N1)N[C@@H]1CNCCC1)C(=O)N